C(C=C)(=O)N1C[C@@H](N(C[C@H]1C)C1=NC(N2C3=C(C(=C(C=C13)Cl)C1=C(C=C(C=C1)F)F)OC[C@@H]2CN2CCS(CC2)(=O)=O)=O)C (3S)-7-((2S,5R)-4-acryloyl-2,5-dimethylpiperazin-1-yl)-9-chloro-10-(2,4-difluorophenyl)-3-((1,1-dioxidothiomorpholino)methyl)-2,3-dihydro-5H-[1,4]oxazino[2,3,4-ij]quinazolin-5-one